2',3-bis[3-[3,5-di-tert-butyl-4-hydroxyphenyl]propioyl]propionohydrazide pyridinium p-toluenesulfonate salt CC1=CC=C(C=C1)S(=O)(=O)[O-].[NH+]1=CC=CC=C1.C(C)(C)(C)C=1C=C(C=C(C1O)C(C)(C)C)CCC(=O)NNC(CCC(CCC1=CC(=C(C(=C1)C(C)(C)C)O)C(C)(C)C)=O)=O